N-(2-methyl-3-chlorophenyl)benzamide CC1=C(C=CC=C1Cl)NC(C1=CC=CC=C1)=O